[N+]=1(C(=CC=CC1)S)[O-].[Cu] copper 2-pyridinethiol-1-oxide